F\C(\C(=O)NC=1C=C2C(=NC=NC2=CC1OC)NC1=C(C=CC(=C1)C=1OC=CC1)OC)=C\[C@@H]1N(CCC1)C (R,E)-2-fluoro-N-(4-((5-(furan-2-yl)-2-methoxyphenyl)amino)-7-methoxyquinazolin-6-yl)-3-(1-methylpyrrolidin-2-yl)acrylamide